5-chloro-3-phenyl-2,1-benzisoxazole ClC=1C=CC=2C(=C(ON2)C2=CC=CC=C2)C1